ethyl 5,5-dimethyl-3-oxotetrahydrothiophene-2-carboxylate CC1(CC(C(S1)C(=O)OCC)=O)C